1-((S)-2-hydroxy-2-((3R,5S,8R,9S,10S,13S,14S,17S)-3-hydroxy-10,13-dimethyl-3-propylhexadecahydro-1H-cyclopenta[a]phenanthren-17-yl)propyl)-1H-pyrazole-4-carbonitrile O[C@@](CN1N=CC(=C1)C#N)(C)[C@H]1CC[C@H]2[C@@H]3CC[C@H]4C[C@](CC[C@@]4([C@H]3CC[C@]12C)C)(CCC)O